phenyl-7-(1H-pyrazol-4-yl)-[1,2,4]triazolo[1,5-a]pyridine-2,8-diamine C1(=CC=CC=C1)C1=CC(=C(C=2N1N=C(N2)N)N)C=2C=NNC2